CC1C(C(C2(O1)C1CC1N(CC2)C(=O)OC(C)(C)C)C(=O)OCC)=O 5-(tert-butyl) 3'-ethyl 5'-methyl-4'-oxodihydro-3'H-5-azaspiro[bicyclo[4.1.0]heptane-2,2'-furan]-3',5-dicarboxylate